racemic-(E)-3-((3-butyl-7-(ethylsulfanyl)-5-(4-fluorophenyl)-1,1-dioxido-2,3,4,5-tetrahydro-1,5-benzothiazepin-8-yl)oxy)acrylic acid tert-butyl ester C(C)(C)(C)OC(\C=C\OC1=CC2=C(N(CC(CS2(=O)=O)CCCC)C2=CC=C(C=C2)F)C=C1SCC)=O